2-[6-(2,7-Diazaspiro[3.5]non-2-yl)pyridazin-3-yl]-5-(1H-pyrazol-4-yl)phenol tetrahydrochloride Cl.Cl.Cl.Cl.C1N(CC12CCNCC2)C2=CC=C(N=N2)C2=C(C=C(C=C2)C=2C=NNC2)O